BrC1=CC=C2C(=CNC2=C1C1=NC=CC=N1)S(=O)(=O)NC1=NC(=C(C(=N1)OC)CC(F)F)OC 6-bromo-N-[5-(2,2-difluoroethyl)-4,6-dimethoxy-pyrimidin-2-yl]-7-(2-pyrimidyl)-1H-indole-3-sulfonamide